((4-(6-cyano-7-(dimethylphosphoryl)-1H-indol-3-yl)-5-(trifluoromethyl)pyrimidin-2-yl)amino)-2-azaspiro[3.3]heptane-2-carboxylic acid tert-butyl ester C(C)(C)(C)OC(=O)N1C(C2(C1)CCC2)NC2=NC=C(C(=N2)C2=CNC1=C(C(=CC=C21)C#N)P(=O)(C)C)C(F)(F)F